C1(=CC=CC=C1)[S+](C1=CC=C(C=C1)S(=O)(=O)C)C1=CC=CC=C1 diphenyl-(p-methylsulfonylphenyl)sulfonium